5-hydroxy-2-(4-methoxyphenylethyl)-6-(2-(methylsulfonyl)ethyl)pyridine-3,4-dicarboxylic acid OC=1C(=C(C(=NC1CCS(=O)(=O)C)CCC1=CC=C(C=C1)OC)C(=O)O)C(=O)O